1-(8-((2,3-dichlorophenyl)thio)imidazo[1,2-c]pyrimidin-5-yl)piperidin-4-amine ClC1=C(C=CC=C1Cl)SC=1C=2N(C(=NC1)N1CCC(CC1)N)C=CN2